L-Cystine diethyl ester C(C)OC([C@H](CSSC[C@@H](C(=O)OCC)N)N)=O